FC=1C=CC(=C(C1)CC(=O)NC1=CC(=NC=C1)C(=O)O)OC 4-[[2-(5-fluoro-2-methoxy-phenyl)acetyl]amino]pyridine-2-carboxylic acid